C(CC)OS(=O)(=O)C1=CC(=C(C=C1)C)C=1C=NC=CC1CN1C(CC(C1)C1=CC(=C(C(=C1)F)F)F)=O 3-(4-((2-oxo-4-(3,4,5-trifluorophenyl)pyrrolidin-1-yl)methyl)pyridin-3-yl)4-methylbenzenesulfonic acid propyl ester